(3R)-4-(7-(1-(fluoromethyl)cyclopropyl)-3-(1-(tetrahydro-2H-pyran-2-yl)-1H-pyrazol-5-yl)isothiazolo[4,5-b]pyridin-5-yl)-3-methylmorpholine FCC1(CC1)C1=C2C(=NC(=C1)N1[C@@H](COCC1)C)C(=NS2)C2=CC=NN2C2OCCCC2